C(C#C)NC(CCC1=CC2=C(N3C(S2)=NC(=C3)C3=CC=C(C=C3)C(F)(F)F)C=C1)=O N-(prop-2-yn-1-yl)-3-(2-(4-(trifluoromethyl)phenyl)benzo[d]imidazo[2,1-b]thiazol-7-yl)propanamide